11-methyl-7,12-dihydro-indolo[3,2-d][1]-benzazepin-6(5H)-one CC=1C=CC=C2C1NC1=C2CC(NC2=C1C=CC=C2)=O